CC1=NN(C=C1C=1C=C(C=CC1)C1=CC=2N(C=C1)N=C(N2)N)C(C)C2=CC=CC=C2 7-(3-(3-methyl-1-(1-phenylethyl)-1H-pyrazol-4-yl)phenyl)-[1,2,4]triazolo[1,5-a]pyridin-2-amine